4-amino-7-(2-cyclopropylpropan-2-yl)-N-(3-fluoro-4-(methoxymethyl)phenyl)-7H-pyrrolo[2,3-d]pyrimidine-5-carboxamide NC=1C2=C(N=CN1)N(C=C2C(=O)NC2=CC(=C(C=C2)COC)F)C(C)(C)C2CC2